N1CC(C1)N1N=CC(=C1)C1=NNC2=CC=C(C=C12)O[C@H](C)C1=C(C=NC=C1Cl)Cl 3-[1-(azetidin-3-yl)pyrazol-4-yl]-5-[(1R)-1-(3,5-dichloro-4-pyridyl)ethoxy]-1H-indazole